C([C@@H](O)[C@H](O)[C@H](O)[C@H](O)CO)O |r| D,L-altritol